[(1S)-3-[3-[4-[5-[tert-butyl(dimethyl)silyl]oxy-1-tetrahydropyran-2-yl-indazol-3-yl]triazol-2-yl]propoxy]-1-methyl-propyl] methanesulfonate CS(=O)(=O)O[C@H](CCOCCCN1N=CC(=N1)C1=NN(C2=CC=C(C=C12)O[Si](C)(C)C(C)(C)C)C1OCCCC1)C